C1(CCC1)CN[C@H]1CN(CCC1)C=1N=NC(=CC1)C(C)N1N=NC(=C1)C1=NC(=CN=C1)OC (3R)-N-(cyclobutylmethyl)-1-(6-(1-(4-(6-methoxypyrazin-2-yl)-1H-1,2,3-triazol-1-yl)ethyl)pyridazin-3-yl)piperidin-3-amine